(1R,2S,5S)-3-(diphenylcarbamoyl)-8-(ethyl((5-methylthiophen-2-yl)methyl)carbamoyl)-3,8-diazabicyclo[3.2.1]octane-2-carboxylic acid C1(=CC=CC=C1)N(C(=O)N1[C@@H]([C@H]2CC[C@@H](C1)N2C(N(CC=2SC(=CC2)C)CC)=O)C(=O)O)C2=CC=CC=C2